(3-((1r,3r)-1-(2-(5-((6,7-Difluoro-4-(methylsulfonyl)-1H-indol-5-yl)oxy)-2-fluorophenyl)-1H-imidazol-5-yl)-3-methoxy-3-methylcyclobutyl)phenyl)propanoic acid FC1=C(C(=C2C=CNC2=C1F)S(=O)(=O)C)OC=1C=CC(=C(C1)C=1NC(=CN1)C1(CC(C1)(C)OC)C=1C=C(C=CC1)C(C(=O)O)C)F